phenyl heptylcarbamate C(CCCCCC)NC(OC1=CC=CC=C1)=O